trifluoroBoron FB(F)F